5-methyl-2,3-diphenylpyrazolo[1,5-a]pyrimidin-7(4H)-one CC=1NC=2N(C(C1)=O)N=C(C2C2=CC=CC=C2)C2=CC=CC=C2